(9R,10S,12S)-2,3,9,10,11,12-hexahydro-10-hydroxy-9-methyl-1-oxo-9,12-epoxy-1H-diindolo[1,2,3-fg:3',2',1'-kl]pyrrolo[3,4-i][1,6]benzodiazocine-10-carboxylic acid hexyl ester C(CCCCC)OC(=O)[C@@]1(C[C@H]2N3C=4C=5N([C@@]1(O2)C)C2=CC=CC=C2C5C5=C(C4C=4C=CC=CC43)C(NC5)=O)O